N-(3-bromo-2-methylphenyl)pyrimidine-4-carboxamide BrC=1C(=C(C=CC1)NC(=O)C1=NC=NC=C1)C